ClC=1C=CC2=C(C[C@@H](CC=3N2C(=NN3)[C@@H]3CC[C@H](CC3)OC3=NC=CC=C3)O)C1 (5S)-8-chloro-1-[trans-4-(pyridin-2-yloxy)cyclohexyl]-5,6-dihydro-4H-[1,2,4]triazolo[4,3-a][1]benzazepin-5-ol